(2S)-4'-(2-O-D-apio-β-D-furanosyl-β-D-glucopyranosyl-oxy)-7-(β-D-glucopyranosyl-oxy)flavanone Methyl-3-(3-((4-isopropylphenyl)thio)azetidin-1-yl)-2-(1H-pyrrol-1-yl)benzoate CC1=C(C(=C(C(=O)O)C=C1)N1C=CC=C1)N1CC(C1)SC1=CC=C(C=C1)C(C)C.[C@@H]1([C@H](O)[C@](CO)(O)CO1)O[C@H]1[C@@H](O[C@@H]([C@H]([C@@H]1O)O)CO)OC1=CC=C([C@H]2OC3=CC(=CC=C3C(C2)=O)O[C@H]2[C@H](O)[C@@H](O)[C@H](O)[C@H](O2)CO)C=C1